(R)-2-fluoro-1-oxo-1,2,3,4-tetrahydronaphthalene-2-carbonitrile F[C@@]1(C(C2=CC=CC=C2CC1)=O)C#N